N1C(=NC2=C1C=CC=C2)CNCCC=2SC=C(N2)C(=O)NC2=NC=CC=C2F 2-{2-[(1H-1,3-Benzodiazol-2-ylmethyl)amino]ethyl}-N-(3-fluoropyridin-2-yl)-1,3-thiazole-4-carboxamide